(R)-1-((6-fluoro-2-(2-methoxy-7-methylquinoxalin-5-yl)thiazolo[5,4-b]pyridin-5-yl)oxy)propan-2-yl (6-(((1-(hydroxymethyl)cyclobutyl)methyl)carbamoyl)pyridin-3-yl)carbamate OCC1(CCC1)CNC(=O)C1=CC=C(C=N1)NC(O[C@@H](COC1=C(C=C2C(=N1)SC(=N2)C2=C1N=CC(=NC1=CC(=C2)C)OC)F)C)=O